[N+](=O)([O-])C=1C=C2C(=NC1)NN=C2C=O 5-nitro-1H-pyrazolo[3,4-b]pyridine-3-carbaldehyde